3-(chloromethyl)-1-phenylazetidine ClCC1CN(C1)C1=CC=CC=C1